(Z)-8-Dodecenyl acetate C(C)(=O)OCCCCCCC\C=C/CCC